C(C1=CC=CC=C1)N1CC(CCC1)N1CCC(CC1)C 1-benzyl-3-(4-methyl-1-piperidyl)piperidine